IC1=CC=C(C(=O)NCCCC=O)C=C1 4-iodo-N-(4-oxobutyl)benzamide